C(C1=CC=CC=C1)N1N=C(C=2C1=NC(=CN2)C#N)\N=C/N(C)C (Z)-N'-(1-benzyl-6-cyano-1H-pyrazolo[3,4-b]pyrazin-3-yl)-N,N-dimethylformimidamide